strontium cerium carbonate C([O-])([O-])=O.[Ce+3].[Sr+2]